4-[7-fluoro-1-(pyridin-3-ylmethyl)benzoimidazol-2-yl]-5-methyl-1,2,3-thiadiazole FC1=CC=CC2=C1N(C(=N2)C=2N=NSC2C)CC=2C=NC=CC2